4-propyl-phenylethynyl bromide C(CC)C1=CC=C(C=C1)C#CBr